(S)-3-cyclopropyl-N-(4-(pyridin-2-yl)benzyl)-5-(pyrrolidin-3-yloxy)pyrazolo[1,5-a]pyrimidin-7-amine C1(CC1)C=1C=NN2C1N=C(C=C2NCC2=CC=C(C=C2)C2=NC=CC=C2)O[C@@H]2CNCC2